CS(=O)(=O)C1=CC=C(C=C1)C(C=CC1=CC=CC=C1)=O 1-(4-(methylsulfonyl)phenyl)-3-phenylpropan-2-en-1-one